C(C(C)C)N1CCC(CC1)N1CCC(CC1)C=1C=C(C2=C(N(C(=N2)C2=CC=C(C=C2)P(OCC)(OCC)=O)C)C1)C diethyl (4-(6-(1'-isobutyl-[1,4'-bipiperidin]-4-yl)-1,4-dimethyl-1H-benzo[d]imidazol-2-yl)phenyl)phosphonate